CNCC1=C(C=CC=C1)C=1C=C(SC1)[C@@H](C)NC1=C2C(=CN=N1)C=NC(=C2)N2C(CNCC2)=O (R)-1-(1-((1-(4-(2-((methylamino)methyl)phenyl)thiophen-2-yl)ethyl)amino)pyrido[3,4-d]pyridazin-7-yl)piperazin-2-one